1,1-diethoxy-2-(2-methoxypropan-2-yl)cyclobutane C(C)OC1(C(CC1)C(C)(C)OC)OCC